OCC1C(CC(O1)O)O (E)-5-(hydroxymethyl)oxolane-2,4-diol